CS(=O)(=O)N1CCC(C=C1)C(=O)OCC ethyl 1-(methylsulfonyl)-1,2,3,4-tetrahydropyridine-4-carboxylate